4'-(naphthalene-2,7-diyl-bis(1H-1,2,3-triazole-4,1-diyl))bis(2-hydroxybenzoic acid) C1=C(C=CC2=CC=C(C=C12)C=1N=NN(C1)C=1C(=C(C(=O)O)C=CC1)O)C=1N=NN(C1)C=1C(=C(C(=O)O)C=CC1)O